BrC=1C=C2C(=NC1)NC=C2/C=C(/C(=O)N[C@H](C)C2=CC(=C(C=C2)OC)OC)\C#N (R,E)-3-(5-bromo-1H-pyrrolo[2,3-b]pyridin-3-yl)-2-cyano-N-(1-(3,4-dimethoxyphenyl)ethyl)acrylamide